CC(CCOC=1C=C(C=CC1)C=1SC=2NS(C=3C=CC=C(NS(CCCCCC4=CC=CC=C4C1N2)(=O)=O)N3)(=O)=O)(C)C 6-[3-(3,3-Dimethylbutoxy)phenyl]-2λ6,5,19λ6-trithia-3,20,25,26-tetrazatetracyclo[19.3.1.14,7.08,13]hexacosa-1(25),4(26),6,8,10,12,21,23-octaene 2,2,19,19-tetraoxide